C(C=CC=CC=CCCCC)=O Undecatrienal